C1(=CC=CC=C1)C=1C=C2C(=NC1)N(CC2)C(=O)[C@@H]2CN(CCO2)C#N (S)-2-(5-phenyl-2,3-dihydro-1H-pyrrolo[2,3-b]pyridine-1-carbonyl)morpholine-4-carbonitrile